5-carboxy-2-(2-hydroxy-4-octyloxyphenyl)-2H-benzotriazole C(=O)(O)C1=CC=2C(=NN(N2)C2=C(C=C(C=C2)OCCCCCCCC)O)C=C1